4-(3-chlorophenyl)-N-[4-(trifluoromethyl)phenyl]Thiazol-2-amine ClC=1C=C(C=CC1)C=1N=C(SC1)NC1=CC=C(C=C1)C(F)(F)F